N,N'-bis[3-(3,6-diphenyl-9H-carbazol-9-yl)phenyl]-7,7-dimethyl-7H-benzo[c]fluorene-5,9-diamine C1(=CC=CC=C1)C=1C=CC=2N(C3=CC=C(C=C3C2C1)C1=CC=CC=C1)C=1C=C(C=CC1)NC1=CC=2C(C=3C=C(C=CC3C2C2=C1C=CC=C2)NC2=CC(=CC=C2)N2C1=CC=C(C=C1C=1C=C(C=CC21)C2=CC=CC=C2)C2=CC=CC=C2)(C)C